NC=1OC2(CN1)CC1=CC=CC=C1C2 2'-amino-1,3-dihydro-4'H-spiro[indene-2,5'-[1,3]oxazol]